(R and S)-(2,6-dioxa-9-azaspiro[4.5]decan-9-yl)(8-(2-(2,2,2-trifluoroethoxy)phenyl)imidazo[1,2-a]pyridin-2-yl)methanone C1OCC[C@]12OCCN(C2)C(=O)C=2N=C1N(C=CC=C1C1=C(C=CC=C1)OCC(F)(F)F)C2 |r|